O[C@@H]1[C@H](O[C@@H]([C@H]([C@H]1O)O)OC1=CC=2CC3=CC(=CC=C3C2C=C1)O)CCP(O)(O)=O (2-((2R,3S,4S,5S,6R)-3,4,5-trihydroxy-6-((7-hydroxy-9H-fluoren-2-yl)oxy)tetrahydro-2H-pyran-2-yl)ethyl)phosphonic acid